BrCCCN(C#N)C (3-bromopropyl)-N-methylcyanamide